1,6-bis(trimethoxysilyl)hexane tert-butyl-2-bromo-2-(5-(cyclopropyldifluoromethyl)-3-fluoro-2-methoxyphenyl)acetate C(C)(C)(C)OC(C(C1=C(C(=CC(=C1)C(F)(F)C1CC1)F)OC)Br)=O.CO[Si](CCCCCC[Si](OC)(OC)OC)(OC)OC